C(C=C)(=O)OCCCCCCCCOP(=O)([O-])[O-] Acryloxyoctylphosphat